2-(4-iodophenyl)-6-methoxy-3-(3-methoxyphenyl)-4-methyl-2H-chromen IC1=CC=C(C=C1)C1OC2=CC=C(C=C2C(=C1C1=CC(=CC=C1)OC)C)OC